C1(CC1)CC(=O)N1CCC(CC1)=CC#N (1-(2-cyclopropylacetyl)piperidin-4-ylidene)acetonitrile